(1R,2R)-2-amino-1-(4-nitrophenyl)-1,3-propanediol N[C@@H]([C@H](O)C1=CC=C(C=C1)[N+](=O)[O-])CO